ClC(C(=O)C1=CC=C(CC2(C3=CC=CC=C3C3=CC=4C(C=5C=CC=CC5C(C4C=C32)=O)=O)CC3=CC=C(C=C3)C(C(C)(Cl)C)=O)C=C1)(C)C 13,13-bis(4-(2-chloro-2-methylpropanoyl)benzyl)-6H-indeno[1,2-b]anthracene-6,11(13H)-dione